15-(3-(pyrimidin-5-yl)ureido)pentadecanoic acid N1=CN=CC(=C1)NC(NCCCCCCCCCCCCCCC(=O)O)=O